OCCC1N(CCCC1)C(=O)OC(C)(C)C tert-butyl 2-(2-hydroxyethyl)piperidine-1-carboxylate